1'-(6-amino-5-fluoropyrimidin-4-yl)-3-(3-chloro-5-fluorophenylamino)-5'-hydroxy-1,3'-bipiperidin-2-one NC1=C(C(=NC=N1)N1CC(CC(C1)O)N1C(C(CCC1)NC1=CC(=CC(=C1)F)Cl)=O)F